FC1=C(C=C(C=C1)F)C1=NC=NC(=C1NC(=O)C=1C=NC(=NC1)OC(C)C)C1OCC(CC1)(F)F N-(4-(2,5-difluorophenyl)-6-(5,5-difluorotetrahydro-2H-pyran-2-yl)pyrimidin-5-yl)-2-isopropoxypyrimidine-5-carboxamide